OC(C)C12CN(CC(CC1)N2C(=O)OC(C)(C)C)C(C2=CC=CC=C2)(C2=CC=CC=C2)C2=CC=CC=C2 tert-butyl 1-(1-hydroxyethyl)-3-triphenylmethyl-3,8-diazabicyclo[3.2.1]octan-8-carboxylate